N-(4-((2,2-difluorocyclopentyl)oxy)-3-fluorophenyl)-5-(methoxymethyl)-2-(pyrrolidin-1-yl)oxazole-4-carboxamide FC1(C(CCC1)OC1=C(C=C(C=C1)NC(=O)C=1N=C(OC1COC)N1CCCC1)F)F